Azotolane C1=CC=C(C=C1)C#CC2=CC=CC=C2N=NC3=CC=CC=C3C#CC4=CC=CC=C4